Cl.FC(C1=CC=C(C=C1)C(N1[C@@H](CN[C@H](C1)C)C)C1=CC=C(C=C1)C(F)F)F (2R,5S)-1-(Bis(4-(difluoromethyl)phenyl)methyl)-2,5-dimethylpiperazine hydrochloride